1,2-dibromo-2-methylcyclohexanecarboxylic acid BrC1(C(CCCC1)(C)Br)C(=O)O